3,4-dihydroxy-6-methylbenzaldehyde OC=1C=C(C=O)C(=CC1O)C